Cyclohexen oxid C12C(CCCC1)O2